3-{[3-(dimethylamino)propyl]-methylamino}propanol tertbutyl-2-methyl-4-oxopyrrolidine-1-carboxylate C(C)(C)(C)C1(N(CC(C1)=O)C(=O)OCCCN(C)CCCN(C)C)C